1-((Benzyloxy)Methyl)Cyclohexane-1-Carboxylic Acid C(C1=CC=CC=C1)OCC1(CCCCC1)C(=O)O